C(#N)C=1C=C(C=CC1)C1=NN(C(C=C1)=O)CC=1C=C(C=CC1)C1=NC=C(C=N1)C=1C=C(CCS(=O)(=O)O)C=CC1.S(OC)(=O)(=O)Cl methyl sulfurochloridate 3-(2-(3-((3-(3-cyanophenyl)-6-oxopyridazin-1(6H)-yl)methyl)Phenyl)pyrimidin-5-yl)benzyl-methanesulfonate